2-(4-methoxy-1H-indol-3-yl)-N,N-bis(methyl-d3)ethanamine COC1=C2C(=CNC2=CC=C1)CCN(C([2H])([2H])[2H])C([2H])([2H])[2H]